N-(4-((2-amino-3-chloropyridin-4-yl)oxy)-3-fluorophenyl)-1-(2-methoxyphenyl)-5-(trifluoromethyl)-1H-pyrazole-4-carboxamide NC1=NC=CC(=C1Cl)OC1=C(C=C(C=C1)NC(=O)C=1C=NN(C1C(F)(F)F)C1=C(C=CC=C1)OC)F